C[C@@H]([C@H]([C@@H](CC=O)N)O)O The molecule is a trideoxyhexose carrying a single amino substituent at position 3 and deoxygenated at positions 2, 3 and 6. It is an amino monosaccharide and a trideoxyhexose derivative.